Ethyl 2-(3-{[(tert-butoxy) carbonyl] amino} propyl)-1,3-thiazole-4-carboxylate C(C)(C)(C)OC(=O)NCCCC=1SC=C(N1)C(=O)OCC